4-iodophenylboronic acid IC1=CC=C(C=C1)B(O)O